OC(CCCCCCC(C(=O)OCC)(C)C)CCCCCCC(C(=O)OCC)(C)C diethyl 9-hydroxy-2,2,16,16-tetramethylheptadecanedioate